N-(1-propoxyethyl)acetamide C(CC)OC(C)NC(C)=O